(2S)-2-{[(tert-butoxy)carbonyl](methyl)amino}propanoic acid C(C)(C)(C)OC(=O)N([C@H](C(=O)O)C)C